N-{5-[(2,5-Dioxopyrrolidin-1-yl)oxy]-5-oxopentanoyl}-L-valyl-N-{3-[{(1R)-1-[1-benzyl-4-(2,5-difluorophenyl)-1H-imidazol-2-yl]-2,2-dimethylpropyl}(glycoloyl)amino]propyl}-L-alaninamide O=C1N(C(CC1)=O)OC(CCCC(=O)N[C@@H](C(C)C)C(=O)N[C@@H](C)C(=O)NCCCN(C(CO)=O)[C@H](C(C)(C)C)C=1N(C=C(N1)C1=C(C=CC(=C1)F)F)CC1=CC=CC=C1)=O